FC1=C2C(=NC=NC2=CC=C1N1C(CN(CC1)C(=O)OC(C)(C)C)C)NC1=CC(=C(C=C1)OC1=CC=2N(C=C1)N=CN2)C tert-butyl 4-{5-fluoro-4-[(3-methyl-4-{[1,2,4]triazolo[1,5-a]pyridin-7-yloxy}phenyl)amino]quinazolin-6-yl}-3-methylpiperazine-1-carboxylate